3-Cyano-4-fluoro-benzoic acid [(2R)-3-(3-ethyl-4-oxo-spiro[6,8-dihydro-5H-pyrazolo[4,3-c]azepin-7,4'-tetrahydropyran]-1-yl)-2-methyl-propyl] ester C(C)C1=NN(C2=C1C(NCC1(CCOCC1)C2)=O)C[C@H](COC(C2=CC(=C(C=C2)F)C#N)=O)C